4-[(4-methyl-3-methoxyphenyl)carbonyl]Aminobenzenesulfonamide CC1=C(C=C(C=C1)C(=O)NC1=CC=C(C=C1)S(=O)(=O)N)OC